C(C)C(CO[SiH3])C 2-ethyl-propoxysilane